(dl)-galactosamine OC1[C@H](N)[C@@H](O)[C@@H](O)[C@H](O1)CO |r|